F[Ru](F)(F)(F)(F)F hexafluororuthenium